propyl-pentane C(CC)CCCCC